CC1(CCC1)ON1C(C2=CC=CC=C2C1=O)=O 2-(1-methylcyclobutoxy)isoindole-1,3-dione